FC=1C=2OCC(N3C=C(C(C(=CC1F)C32)=O)CN[C@@H]3CN(CCC3)C3=NC=CN=C3)C 6,7-difluoro-2-methyl-11-[[[(3S)-1-pyrazin-2-yl-3-piperidinyl]amino]methyl]-4-oxa-1-azatricyclo[7.3.1.05,13]tridecan-5(13),6,8,11-tetraen-10-one